NC1=NNC2=CC=CC(=C12)C=1C=C2C=CC=C(C2=CC1)C(=O)NC1=CC(=C(C=C1)C)F 6-(3-amino-1H-indazol-4-yl)-N-(3-fluoro-4-methylphenyl)-1-naphthamide